diphenoxymethyl cyanide O(C1=CC=CC=C1)C(OC1=CC=CC=C1)C#N